6-[3-(hydroxymethyl)-4-[3-(4-oxo-3H-quinazolin-2-yl)propanoyl]piperazin-1-yl]pyridine-3-carbonitrile OCC1CN(CCN1C(CCC1=NC2=CC=CC=C2C(N1)=O)=O)C1=CC=C(C=N1)C#N